CN(C)[Zr](N(CC)C)(N(CC)C)(N(CC)C)(N(C)CC)(N(C)C)(N(C)C)N(C)C.[Zr] zirconium tetra(dimethylamino)tetra(ethylmethylamino)zirconium